CN1C(C=NC2=CC(=CC=C12)S(=O)(=O)N[C@@H](C(F)(F)F)C1=CC=C(C=C1)F)=O (R)-1-methyl-2-oxo-N-(2,2,2-trifluoro-1-(4-fluorophenyl)ethyl)-1,2-dihydroquinoxaline-6-sulfonamide